CN1N=CC(=C1)NC1=NC=CC(=N1)C1=CC2=C(C(CCN(C2)C2COC2)NC(=O)C=2OC(=NN2)C(C)(C)C)C=C1 5-tert-Butyl-1,3,4-oxadiazole-2-carboxylic acid {8-[2-(1-methyl-1H-pyrazol-4-ylamino)-pyrimidin-4-yl]-2-oxetan-3-yl-2,3,4,5-tetrahydro-1H-2-benzazepin-5-yl}-amide